(1R*,8S*)-N-[(3S)-9-fluoro-2-oxo-5-phenyl-2,3-dihydro-1H-1,4-benzodiazepin-3-yl]-4-(2-fluorophenyl)-7-oxa-2,3-diazatricyclo[6.2.1.02,6]undeca-3,5-diene-5-carboxamide FC1=CC=CC=2C(=N[C@@H](C(NC21)=O)NC(=O)C=2C(=NN1[C@@H]3CC[C@H](OC21)C3)C3=C(C=CC=C3)F)C3=CC=CC=C3 |o1:20,23|